ClC=1C=C(C=CC1)[C@@H](CO)NC(=O)C1=CN(C=C1)C1=NC(=NC=C1C)NCC1OCCC1 N-((S)-1-(3-chlorophenyl)-2-hydroxyethyl)-1-(5-methyl-2-(((tetrahydrofuran-2-yl)methyl)amino)pyrimidin-4-yl)-1H-pyrrole-3-carboxamide